6-Chloro-7-(2-fluorophenyl)-4-((2S)-2-methyl-4-(2-propenoyl)-1-piperazinyl)-1-(2-(trifluoromethyl)phenyl)-2(1H)-quinazolinone ClC=1C=C2C(=NC(N(C2=CC1C1=C(C=CC=C1)F)C1=C(C=CC=C1)C(F)(F)F)=O)N1[C@H](CN(CC1)C(C=C)=O)C